(3,5-dichloro-4-((2-(2-methoxyethyl)-1-oxo-1,2,3,4-tetrahydroisoquinolin-6-yl)oxy)phenyl)-5-oxo-4,5-dihydro-1,2,4-oxadiazole-3-carboxamide ClC=1C=C(C=C(C1OC=1C=C2CCN(C(C2=CC1)=O)CCOC)Cl)N1C(=NOC1=O)C(=O)N